2-[(1RS,2RS)-1-(4,4-difluorocyclohexyl)-2-hydroxy-2-(pyridin-2-yl)ethyl]-6-[5-(difluoromethyl)-1,3,4-oxadiazol-2-yl]-2,3-dihydro-1H-isoindol-1-one FC1(CCC(CC1)[C@H]([C@H](C1=NC=CC=C1)O)N1C(C2=CC(=CC=C2C1)C=1OC(=NN1)C(F)F)=O)F |r|